2-methoxybenzoic acid COC1=C(C(=O)O)C=CC=C1